N-[3-({[(1R,2R,3S,4R)-4-[5-(4-benzylthiophen-2-yl)-2-chloropyrrolo[2,3-d]pyrimidin-7-yl]-2,3-dihydroxycyclopentyl]methyl}amino)propyl]-N-(2-phenylethyl)carbamate C(C1=CC=CC=C1)C=1C=C(SC1)C1=CN(C=2N=C(N=CC21)Cl)[C@H]2[C@@H]([C@@H]([C@H](C2)CNCCCN(C([O-])=O)CCC2=CC=CC=C2)O)O